C(CC\C=C/CCCCC)NNCCC\C=C/CCCCC di((Z)-dec-4-en-1-yl)hydrazine